N-((6-[(2,2-dimethylpiperidin-1-yl)methyl]imidazo[1,2-a]pyridin-2-yl)methyl)-4-oxo-4H-pyrido[1,2-a]pyrimidine-2-carboxamide CC1(N(CCCC1)CC=1C=CC=2N(C1)C=C(N2)CNC(=O)C=2N=C1N(C(C2)=O)C=CC=C1)C